2-(methyl(4-(tris(((Z)-dec-4-en-1-yl)oxy)silyl)butyl)amino)ethan-1-ol (6Z,16Z)-12-((6-(dimethylamino)hexanoyl)oxy)docosa-6,16-dien-11-yl-(Z)-undec-5-enoate CN(CCCCCC(=O)OC(C(CCCC=CCCCCC)C(C(=O)OCCN(CCCC[Si](OCCC\C=C/CCCCC)(OCCC\C=C/CCCCC)OCCC\C=C/CCCCC)C)CC\C=C/CCCCC)CCC\C=C/CCCCC)C